CCCCCCCCCC(=O)OC(CC(=O)[O-])C[N+](C)(C)C decanoylcarnitine